FC1=C(N=CC2=C1N=C(N=C2N2C[C@H]1C[C@H]([C@@H](C2)C1)O)OC[C@]12CCCN2C[C@@H](C1)F)C1=CC(=CC2=CC=CC=C12)OCOC (1R,5R,6R)-3-(8-fluoro-2-(((2R,7aS)-2-fluorotetrahydro-1H-pyrrolizin-7a(5H)-yl)methoxy)-7-(3-(methoxymethoxy)naphthalen-1-yl)pyrido[4,3-d]pyrimidin-4-yl)-3-azabicyclo[3.2.1]octan-6-ol